ICCCC[NH3+] 4-iodobutylammonium